5-Amino-3-(4-(2-((3-(bicyclo[2.2.1]heptan-2-ylmethyl)isoxazol-5-yl)amino)-2-oxoethyl)phenyl)-1-isopropyl-1H-pyrazole-4-carboxamide NC1=C(C(=NN1C(C)C)C1=CC=C(C=C1)CC(=O)NC1=CC(=NO1)CC1C2CCC(C1)C2)C(=O)N